COC1=CC=C(C=C1)C1(CC1)C(=O)N1CCC(CC1)NC1=NC2=CC=CC=C2C(N1)=O 2-[[1-[1-(4-methoxyphenyl)-cyclopropanecarbonyl]-4-piperidyl]amino]-3H-quinazolin-4-one